NC1C2=CC=CC=C2CC12CCN(CC2)[C@@]2(C=C(C=C(N2)Cl)C(=C)C2=NNCC2)CO (S)-6-(1-amino-1,3-dihydrospiro[indene-2,4'-piperidine]-1'-yl)-3-(1-(2-chloro-6-(hydroxymethyl)pyridin-4-yl)vinyl)-1,5-dihydro-4H-pyrazole